C(C)(=O)N1N=C(C=C1)O[C@H](CNC(OC(C)(C)C)=O)C tert-butyl N-[(2S)-2-(1-acetylpyrazol-3-yl)oxypropyl]carbamate